O=C1NC(CCC1N1CC2=CC=C(C=C2C1)N1CC(C1)(C)C#C)=O 2-(2,6-dioxopiperidin-3-yl)-5-(3-ethynyl-3-methylazetidin-1-yl)isoindoline